1,2,3,4,6-penta-O-acetyl-β-D-galactopyranose C(C)(=O)O[C@H]1[C@H](OC(C)=O)[C@@H](OC(C)=O)[C@@H](OC(C)=O)[C@H](O1)COC(C)=O